1-methyl-3-(naphthyl)indolizine tert-butyl-(1,5-dimethyl-4,5-dihydro-1H-pyrazolo[4,3-c]quinolin-6-yl)carbamate C(C)(C)(C)N(C(O)=O)C1=CC=CC=2C3=C(CN(C12)C)C=NN3C.CC=3C=C(N1C=CC=CC31)C3=CC=CC1=CC=CC=C31